ethyl 1-(2-(benzo[d]oxazol-2-ylamino)-4-(2-chlorophenyl)-6-methyl-1,4-dihydropyrimidine-5-carbonyl)piperidine-3-carboxylate O1C(=NC2=C1C=CC=C2)NC=2NC(=C(C(N2)C2=C(C=CC=C2)Cl)C(=O)N2CC(CCC2)C(=O)OCC)C